C(C)(C)(C)OC(=O)N1CCN(CC1)C1=NC(=C(C=C1)[N+](=O)[O-])N 4-(6-amino-5-nitropyridin-2-yl)piperazine-1-carboxylic acid tert-butyl ester